N-(2-([1,1'-biphenyl]-4-yl)-2,2-difluoro-1-(4-iodophenyl)ethyl)-9H-fluoren-9-imine C1(=CC=C(C=C1)C(C(C1=CC=C(C=C1)I)N=C1C2=CC=CC=C2C=2C=CC=CC12)(F)F)C1=CC=CC=C1